isopropoxyisoxazole C(C)(C)OC1=NOC=C1